2-bromo-N-(5-((3-chloro-5-fluoropyridin-2-yl)oxy)pyridin-2-yl)propanamide BrC(C(=O)NC1=NC=C(C=C1)OC1=NC=C(C=C1Cl)F)C